(5S,5'S)-5,5'-(((((3,3'-dichloro-[4,4'-bipyridine]-2,2'-diyl)bis(2-methoxy-4,1-phenylene))bis(methylene))bis(azanediyl))bis(methylene))bis(pyrrolidin-2-one) ClC=1C(=NC=CC1C1=C(C(=NC=C1)C1=CC(=C(C=C1)CNC[C@@H]1CCC(N1)=O)OC)Cl)C1=CC(=C(C=C1)CNC[C@@H]1CCC(N1)=O)OC